CO[Si](C1=CC=CC=C1)(OC)OC trimethoxyphenyl-silane